COC(=O)C=1N2CCCC2=C(C1C)C(C(=O)OCC)=O 7-(2-ethoxy-2-oxoacetyl)-6-methyl-2,3-dihydro-1H-pyrrolizine-5-carboxylic acid methyl ester